C(=O)(OC(C)(C)C)N1CC(CC(C1)(C)C)=O 1-Boc-5,5-dimethyl-3-piperidone